NC1=C(SC2=NC(=CC=C21)C)C(=O)NC2CC=1C=CC(=NC1CC2)C21CNCC(CC2)O1 3-amino-6-methyl-N-(2-{8-oxa-3-azabicyclo[3.2.1]octan-1-yl}-5,6,7,8-tetrahydroquinolin-6-yl)thieno[2,3-b]pyridine-2-carboxamide